5-(2-(neopentylamino)-7H-pyrrolo[2,3-d]pyrimidin-5-yl)pyrazolo[1,5-a]pyridine-3-carboxamide C(C(C)(C)C)NC=1N=CC2=C(N1)NC=C2C2=CC=1N(C=C2)N=CC1C(=O)N